ClC=1C(=C(C=CC1)N1CCN(CC1)C(CN1N=C(C2=C1C([C@@H]1[C@H]2C1)(F)F)C(=O)OCC)=O)C (3bR,4aS)-ethyl 1-(2-(4-(3-chloro-2-methylphenyl)piperazin-1-yl)-2-oxoethyl)-5,5-difluoro-3b,4,4a,5-tetrahydro-1H-cyclopropa[3,4]cyclopenta[1,2-c]pyrazole-3-carboxylate